ClC=1C(=C(C(=CC1)C(F)F)C1=CN=CC(=N1)C(=O)NC=1C=NN(C1)[C@@H](C)C=1C=NC(=NC1)N1C([C@@H]2C[C@@H]2C1)=O)F 6-(3-Chloro-6-(difluoromethyl)-2-fluorophenyl)-N-(1-((S)-1-(2-((1R,5S)-2-oxo-3-azabicyclo[3.1.0]hexan-3-yl)pyrimidin-5-yl)ethyl)-1H-pyrazol-4-yl)pyrazine-2-carboxamide